[Se](=O)(=O)([O-])[O-].[W+4].[Se](=O)(=O)([O-])[O-] tungsten selenate